1-ethanolate C(C)[O-]